N1N(C=CC=C1)COC1=CC=C2CCN(CC2=C1)CN1C=NC2=C1C=C(C=C2)C(=O)O ((7-((pyridazin-2-yl)methoxy)-3,4-dihydroisoquinolin-2(1H)-yl)methyl)-1H-benzo[d]imidazole-6-carboxylic acid